C(N)(OC1(CCC(CC1)C=1SC(=CN1)C1=C(C=C(C=C1)NC(=O)NCC1=NC=CC=C1)S(NC(C)(C)C)(=O)=O)C1COC1)=O ((1r,4r)-oxetan-3-yl 4-(5-(2-(N-(tert-butyl) sulfamoyl)-4-(3-(pyridin-2-ylmethyl) ureido) phenyl) thiazol-2-yl) cyclohexyl) carbamate